C(C)(=O)[C@@H]1C([C@@H](C1)CC(=O)ON=CC1=CC=C(C=C1)Cl)(C)C 4-chlorobenzaldehyde O-(2-((1S,3S)-3-acetyl-2,2-dimethylcyclobutyl)acetyl) oxime